ClC1=C(C(=CC=C1Cl)O)[C@H]1C[C@@H]2N(C(NNC2=O)=O)CC1 (8R,9aS)-8-(2,3-dichloro-6-hydroxyphenyl)hexahydro-4H-pyrido[1,2-d][1,2,4]triazine-1,4(6H)-dione